C(CCCC)S(=O)(=O)[O-].[Ag+] silver pentanesulfonate